2,2'-(((1R,2R)-2-((carboxymethyl)(4-(2-oxo-2-(2,3,5,6-tetrafluorophenoxy)ethyl)benzyl)amino)cyclohexyl)azanediyl)diacetic acid C(=O)(O)CN([C@H]1[C@@H](CCCC1)N(CC(=O)O)CC(=O)O)CC1=CC=C(C=C1)CC(OC1=C(C(=CC(=C1F)F)F)F)=O